tert-butyl (3-bromo-2-fluoropyridin-4-yl)carbamate BrC=1C(=NC=CC1NC(OC(C)(C)C)=O)F